tert-butyl N-{1-[7-({8-methoxy-2-methylimidazo[1,2-a]pyrazin-6-yl} carbamoyl)-2-(2-methoxy ethyl)indazol-4-yl]pyrrolidin-3-yl}-N-methylcarbamate COC=1C=2N(C=C(N1)NC(=O)C1=CC=C(C3=CN(N=C13)CCOC)N1CC(CC1)N(C(OC(C)(C)C)=O)C)C=C(N2)C